(1R,5S,6r)-3-(8-(1-((2-(tert-Butoxycarbonyl)-6-chloropyridin-3-yl)amino)ethyl)-3,6-dimethyl-4-oxo-3,4-dihydroquinazolin-2-yl)-3-azabicyclo[3.1.0]hexane-6-carboxylic acid C(C)(C)(C)OC(=O)C1=NC(=CC=C1NC(C)C=1C=C(C=C2C(N(C(=NC12)N1C[C@H]2C([C@H]2C1)C(=O)O)C)=O)C)Cl